7-methoxy-1-hydroxy-2-methyl-3-(4-trifluoromethoxybenzyl)-4(1H)-quinolinone COC1=CC=C2C(C(=C(N(C2=C1)O)C)CC1=CC=C(C=C1)OC(F)(F)F)=O